COC=1C=C(C=CC1OC)C=1C=C(N(S(N1)(=O)=O)CC=C)C(=O)NC1=NC(=CC=C1)C(F)(F)F 5-(3,4-dimethoxyphenyl)-1,1-dioxo-2-(prop-2-en-1-yl)-N-[6-(trifluoromethyl)pyridin-2-yl]-2H-1λ6,2,6-thiadiazine-3-carboxamide